2-((6aR,10aR)-6a,7,10,10a-tetrahydro-1-hydroxy-6,6,9-trimethyl-6H-benzo[c]chromen-3-yl)acetic acid OC1=C2[C@H]3[C@H](C(OC2=CC(=C1)CC(=O)O)(C)C)CC=C(C3)C